N-((tert-butoxycarbonyl)-L-phenylalanyl)-S-(2-phenylpyridin-4-yl)-L-cysteine methyl ester COC([C@@H](NC([C@@H](NC(=O)OC(C)(C)C)CC1=CC=CC=C1)=O)CSC1=CC(=NC=C1)C1=CC=CC=C1)=O